[Cl-].[Mn+2].[Cu+2].[Cl-].[Cl-].[Cl-] Copper manganese chloride